NC=1SC=2C(N(CCC2N1)C=1C=NC=CC1)=O 2-amino-5-(pyridin-3-yl)-6,7-dihydrothiazolo[5,4-c]pyridin-4(5H)-one